7-phenyl-3-(2-phenylethyl)-3,4-dihydro-2H-1,3-benzoxazin-4-one C1(=CC=CC=C1)C1=CC2=C(C(N(CO2)CCC2=CC=CC=C2)=O)C=C1